(3-methyl-1H-indazol-5-yl)boranediol CC1=NNC2=CC=C(C=C12)B(O)O